m-methyl-acetophenone CC=1C=C(C=CC1)C(C)=O